5-(2,3-Difluorophenyl)-N-((2-(piperazin-1-yl)pyrimidin-4-yl)methyl)-7H-pyrrolo[3,4-d]pyrimidin-4-amine FC1=C(C=CC=C1F)C1=NCC=2N=CN=C(C21)NCC2=NC(=NC=C2)N2CCNCC2